2-((1-(2-(3-azabicyclo[3.1.0]hexan-3-yl)-3-ethyl-4-oxo-3,4-dihydroquinazolin-8-yl)ethyl)amino)benzoic acid C12CN(CC2C1)C1=NC2=C(C=CC=C2C(N1CC)=O)C(C)NC1=C(C(=O)O)C=CC=C1